(1-(7-(8-ethylnaphthalen-1-yl)-2-((tetrahydro-1H-pyrrolizin-7a(5H)-yl)methoxy)-5,6,7,8-tetrahydropyrido[3,4-d]pyrimidin-4-yl)piperidin-3-yl)dimethylphosphine oxide C(C)C=1C=CC=C2C=CC=C(C12)N1CC=2N=C(N=C(C2CC1)N1CC(CCC1)P(C)(C)=O)OCC12CCCN2CCC1